1,4-bis[2-amino-4-(trifluoromethyl)phenyl]piperazine NC1=C(C=CC(=C1)C(F)(F)F)N1CCN(CC1)C1=C(C=C(C=C1)C(F)(F)F)N